OC1=C(C=C(CC2=C(C=C(OCC(=O)NCCC3=CC=CC=C3)C=C2C)C)C=C1)C(C)C 2-(4-(4-hydroxy-3-isopropylbenzyl)-3,5-dimethylphenoxy)-N-phenethylacetamide